C(C)(C)C1CCC(=CC12C=CC(O2)CC)CC 10-isopropyl-2,7-diethyl-1-oxaspiro[4.5]deca-3,6-diene